C(C)(C)(C)OC(=O)N[C@H]1[C@H](CCC1)C(=O)OCC1=CC=CC=C1 Benzyl (1S,2R)-2-((tert-butoxycarbonyl)amino)cyclopentane-1-carboxylate